P(=O)(OO)([O-])[O-] racemic-hydroxy phosphate